(R)-3-amino-4-(3-pyridyl)-butyric acid N[C@@H](CC(=O)O)CC=1C=NC=CC1